(1R,2S,5S)-3-(diphenylcarbamoyl)-8-(2-phenylazetidine-1-carbonyl)-3,8-diazabicyclo[3.2.1]octane-2-carboxylic acid C1(=CC=CC=C1)N(C(=O)N1[C@@H]([C@H]2CC[C@@H](C1)N2C(=O)N2C(CC2)C2=CC=CC=C2)C(=O)O)C2=CC=CC=C2